C[C@H](CCC(=O)SCCNC(=O)CCNC(=O)[C@@H](C(C)(C)COP(=O)([O-])OP(=O)([O-])OC[C@@H]1[C@H]([C@H]([C@@H](O1)N2C=NC3=C(N=CN=C32)N)O)OP(=O)([O-])[O-])O)[C@H]4CC[C@@H]5[C@@]4(CC[C@H]6[C@H]5CC=C7[C@@]6(CC[C@@H](C7)O)C)C The molecule is an acyl-CoA(4-) obtained by deprotonation of the phosphate and diphosphate OH groups of 3beta-hydroxychol-5-en-24-oyl-CoA; major species at pH 7.3. It is a conjugate base of a 3beta-hydroxychol-5-en-24-oyl-CoA.